CC(CCCC)CCCCCCCCCCCC 5-Methylheptadecane